O[C@@]1(C(N([C@H](C(N1C)=O)CC1=CNC2=CC=CC(=C12)[N+](=O)[O-])C)=O)CC1=CC(=CC=C1)O (3R,6S)-3-hydroxy-3-[(3-hydroxyphenyl)methyl]-1,4-dimethyl-6-[(4-nitro-1H-indol-3-yl)methyl]piperazine-2,5-dione